(1R,3R)-1-(2,6-difluoro-4-(2-(3-(fluoromethyl)azetidin-1-yl)ethoxy)phenyl)-7-fluoro-2-(2-fluoro-2-methylpropyl)-3-methyl-2,3,4,9-tetrahydro-1H-pyrido[3,4-b]indole FC1=C(C(=CC(=C1)OCCN1CC(C1)CF)F)[C@H]1N([C@@H](CC2=C1NC1=CC(=CC=C21)F)C)CC(C)(C)F